tert-butyl N-[(2R)-2-aminopropyl]carbamate N[C@@H](CNC(OC(C)(C)C)=O)C